FC(C(=O)O)(F)F.C(C)(C)C1=CC=C(C=C1)C1(CCC1)NC (4-isopropylphenyl)-N-methylcyclobutan-1-amine, trifluoroacetate salt